N-[(1S,2S)-2-hydroxy-2-methyl-indan-1-yl]-3-methyl-cyclopropanecarboxamide O[C@@]1([C@H](C2=CC=CC=C2C1)NC(=O)C1CC1C)C